C1(CC1)CN1CC[C@]23CCN(CC[C@]2([C@H]1CC1=CC=C(C=C13)O)O)CCN1CC[Si](CC1)(C)C (5aS,6R,11bS)-14-(cyclopropylmethyl)-3-(2-(4,4-dimethyl-1,4-azasilinan-1-yl)ethyl)-2,3,4,5,6,7-hexahydro-6,11b-(epiminoethano)naphtho[1,2-d]azepine-5a,10(1H)-diol